(S)-N-(3-(4-fluoropiperidin-1-yl)propyl)-2-(4-(pyrrolidin-2-yl)-3-(trifluoromethyl)phenyl)benzo[d]imidazo[2,1-b]thiazole-7-carboxamide FC1CCN(CC1)CCCNC(=O)C1=CC2=C(N3C(S2)=NC(=C3)C3=CC(=C(C=C3)[C@H]3NCCC3)C(F)(F)F)C=C1